N-(1-((1S,2S)-2-fluorocyclopropyl)-2-oxo-1,2-dihydropyridin-3-yl)-7-isopropoxy-2-(1-methyl-2-oxabicyclo[2.1.1]hex-4-yl)imidazo[1,2-a]pyridine-6-carboxamide F[C@@H]1[C@H](C1)N1C(C(=CC=C1)NC(=O)C=1C(=CC=2N(C1)C=C(N2)C21COC(C2)(C1)C)OC(C)C)=O